CC1(OC2=CC(=CC=C2C(C1)NC(O[C@@H]1CN2CCC1CC2)=O)C2=CC(=CC=C2)OC(F)(F)F)C (S)-quinuclidin-3-yl (2,2-dimethyl-7-(3-(trifluoromethoxy)phenyl)chroman-4-yl)carbamate